FC1=C(C=CC(=C1)C(F)(F)F)C1=NC=CC=C1 2-(2-fluoro-4-trifluoromethylphenyl)pyridine